[Al].[Zr].[Zr] zirconium-zirconium aluminum